CN(C(=O)C1=CC(=C(C=N1)N(C(OC(C)(C)C)=O)CC#C)OC)C tert-butyl N-[6-(dimethylcarbamoyl)-4-methoxy-3-pyridyl]-N-prop-2-ynyl-carbamate